C(C)(C)C=1C=C(C=CC1OC1=CC=NC2=CC=C(N=C12)OC)N1C(N(CC1=O)C1=CC(=CC=C1)C(F)(F)F)=O 3-{3-isopropyl-4-[(6-methoxy-1,5-naphthyridin-4-yl)oxy]phenyl}-1-[3-(trifluoromethyl)phenyl]-2,4-imidazolidinedione